ClC=1C=NC(=NC1)N1CCC(CC1)CCCOC1=CC(=C(C=C1)CC(=O)N1CC(C1)CCNCC(CO)CO)F 2-(4-(3-(1-(5-chloropyrimidin-2-yl)piperidin-4-yl)propoxy)-2-fluorophenyl)-1-(3-(2-((3-hydroxy-2-(hydroxymethyl)propyl)amino)ethyl)-azetidin-1-yl)ethan-1-one